(2'S,6'S)-1'-allyl-5-chloro-2'-methyl-6'-(1-methyltriazol-4-yl)spiro[1H-isobenzofuran-3,4'-piperidine]-1-carboxamide C(C=C)N1[C@H](CC2(C[C@H]1C=1N=NN(C1)C)OC(C1=CC=C(C=C12)Cl)C(=O)N)C